C[C@@H]1CN=C2C(O1)=NC=1C(=C2)C=CN1 (R)-3-methyl-2,3-dihydropyrrolo[3',2':5,6]pyrido[2,3-b][1,4]oxazin